7-((4-(2-fluoro-6-(ethylcarbamoyl)pyridin-3-yl)piperazin-1-yl)methyl)-6-fluorofuro[2,3-c]quinolin-4(5H)-one FC1=NC(=CC=C1N1CCN(CC1)CC=1C=CC=2C3=C(C(NC2C1F)=O)OC=C3)C(NCC)=O